C(C)(C)(C)S(=O)(=O)C=1C(=CC=2N(C1)C(=CN2)I)OCC2COC2 6-(tert-butylsulfonyl)-3-iodo-7-(oxetan-3-ylmethoxy)imidazo[1,2-a]pyridine